C12N(CC(C1)C2)C2=NC(=NC=1N3CCOC(C3=NC21)(C)C)C=2C=NC(=NC2)N 5-[1-(2-Aza-bicyclo[2.1.1]hex-2-yl)-8,8-dimethyl-5,6-dihydro-8H-7-oxa-2,4,4b,9-tetraaza-fluoren-3-yl]-pyrimidin-2-ylamine